5-hydroxy-1,3-dioxan-2-one OC1COC(OC1)=O